COC(CC1=CC=CC=C1)C1=C2CNC(C2=CC=C1C=C)=O 4-(methoxyphenethyl)-5-vinylisoindolin-1-one